C(C)(C)OC=1C(=CC2=CNN=C2C1)C(=O)NC=1C=NN2C1N=CC(=C2)C 6-isopropoxy-N-(6-methylpyrazolo[1,5-a]pyrimidin-3-yl)-2H-indazole-5-carboxamide